5-(4-((3-ethyl-2-oxo-2,3-dihydro-1H-pyrimido[4,5,6-de]quinazolin-8-yl)methyl)piperazin-1-yl)-N-methyl-6-(trifluoromethyl)pyridine C(C)N1C(NC2=CC(=CC=3C2=C1N=CN3)CN3CCN(CC3)C=3C=CCN(C3C(F)(F)F)C)=O